4-(2-hydroxy ethoxy)phenyl-2-hydroxy-2-propyl ketone OCCOC1=CC=C(C=C1)CC(C)(O)C(=O)C(C)(CC1=CC=C(C=C1)OCCO)O